N1[C@@H](CC1)C(=O)N1CCN(CC1)C(=O)C1=C(C=C(C=C1)NC=1C=2N(C=CN1)C(=CN2)C2=CC(=C(C=C2)OC)F)C [4-[(2S)-azetidine-2-carbonyl]piperazin-1-yl]-[4-[[3-(3-fluoro-4-methoxyphenyl)imidazo[1,2-a]pyrazin-8-yl]amino]-2-methyl-phenyl]methanone